COC(=O)N1C[C@@H](OCC1)CC1=C(N=C2N1C=CC(=C2)C)C2=C(C=C(C=C2F)NC2CCC(CC2)=C=O)F (S)-2-((2-(2,6-difluoro-4-((4-carbonylcyclohexyl)amino)phenyl)-7-methylimidazo[1,2-a]pyridin-3-yl)methyl)morpholine-4-carboxylic acid methyl ester